NC1(CC1)C1=CC(=CC(=N1)NC(C)C)Cl 6-(1-aminocyclopropyl)-4-chloro-N-isopropylpyridin-2-amine